CC1(CC(C(CC1)C(C(=O)[O-])=O)=O)C 2-(4,4-Dimethyl-2-oxocyclohexyl)-2-oxoacetate